C[Si](CCOCN1N=CC=C1B1OC(C(O1)(C)C)(C)C)(C)C trimethyl-[2-[[5-(4,4,5,5-tetramethyl-1,3,2-dioxaborolan-2-yl)pyrazol-1-yl]methoxy]ethyl]silane